C(C)C1=C(C=C(C(=O)NC)C=C1)F 4-ethyl-3-fluoro-N-methylbenzamide